CO[Si](C1=C(C(=C(C(=C1F)F)F)F)F)(OC)OC Trimethoxy(pentafluorophenyl)silane